C(C1=CC=CC=C1)S(=O)(=O)/C(=C/C(=O)C1=CC=CC=C1)/[Si](C)(C)C (E)-3-(Benzylsulfonyl)-1-phenyl-3-(trimethylsilyl)prop-2-en-1-one